2-(2,3-DIHYDRO-4H-BENZO[B][1,4]OXAZIN-4-YL)-N-(5-(PYRIDIN-2-YL)-4H-1,2,4-TRIAZOL-3-YL)ACETAMIDE O1C2=C(N(CC1)CC(=O)NC1=NN=C(N1)C1=NC=CC=C1)C=CC=C2